CN1C(N(C2=C1C=CC=C2)CC(=O)N2C(CCC2)C(=O)N)=O 1-[2-(3-methyl-2-oxo-2,3-dihydro-1H-1,3-benzodiazol-1-yl)acetyl]pyrrolidine-2-carboxamide